FC=1C=C(C=NC1)CN1CCNCC1 4-((5-fluoropyridin-3-yl)methyl)piperazin